COC(C1CC(C(=O)OC)CC(C1)N)=O 5-aminohexahydroisophthalic acid dimethyl ester